(2,6-difluorobenzyl)carbamic acid ethyl ester C(C)OC(NCC1=C(C=CC=C1F)F)=O